BrC1=CC(=C(C=C1)C1(COC1)NCC(=O)OCC)F ethyl 2-((3-(4-bromo-2-fluoro-phenyl)oxetan-3-yl)amino)acetate